Cl.CN1[C@@H](CCC1)COC=1N=CC=2CCNCC2C1C#N 3-(((S)-1-methylpyrrolidin-2-yl)methoxy)-5,6,7,8-tetrahydro-2,6-naphthyridine-4-carbonitrile hydrochloride